CC1=CC=C(C=C1)S(=O)(=O)[O-].FC(C1=CC=C(C=C1)[I+]C1=CC=C(C=C1)C(F)(F)F)(F)F di(4-trifluoromethylphenyl)iodonium p-toluenesulfonate